2-(2-Chlorophenyl)-N-(3-sulfamoyl-4-{1-[2-(trifluoromethoxy)ethyl]-1H-pyrazol-4-yl}phenyl)acetamide ClC1=C(C=CC=C1)CC(=O)NC1=CC(=C(C=C1)C=1C=NN(C1)CCOC(F)(F)F)S(N)(=O)=O